tellurium Cobalt oxide [Co]=O.[Te]